N=C1SCC(N1C1=C2CCOCC2=CC=C1)=O 2-imino-3-(isochroman-5-yl)thiazolidin-4-one